benzyl (4aS,8aS)-octahydro-1H-pyrido[3,4-b][1,4]oxazine-1-carboxylate N1([C@@H]2[C@@H](OCC1)CNCC2)C(=O)OCC2=CC=CC=C2